(E)-N-((6-bromopyridin-2-yl)methylene)-2-methylpropane-2-sulfinamide BrC1=CC=CC(=N1)\C=N\S(=O)C(C)(C)C